4-((3-methoxyphenyl)sulfonyl)piperidine hydrochloride Cl.COC=1C=C(C=CC1)S(=O)(=O)C1CCNCC1